N-Ethylglutamine C(C)N[C@@H](CCC(N)=O)C(=O)O